C(C(C)C)NC=1C2=C(N=C(N1)NC1=CC=C(C3=C1OCCO3)C(=O)N3CCC(CC3)N3CCOCC3)NC=C2C(F)(F)F (8-((4-(isobutylamino)-5-(trifluoromethyl)-7H-pyrrolo[2,3-d]pyrimidin-2-yl)amino)-2,3-dihydrobenzo[b][1,4]dioxin-5-yl)(4-morpholinopiperidin-1-yl)methanone